NN1C(=C(C(C=C1)=O)OCC1=CC=CC=C1)C(=O)NCC1=CC=CC=C1 1-amino-N-benzyl-3-(benzyloxy)-4-oxo-1,4-dihydropyridine-2-carboxamide